1-(2-chlorothieno[2,3-d]pyrimidin-6-yl)-3-(((methylthio)carbonothioyl)oxy)cyclobutyl acetate C(C)(=O)OC1(CC(C1)OC(=S)SC)C1=CC2=C(N=C(N=C2)Cl)S1